SC(CO)CS 2,3-Dimercaptopropan-1-ol